2-[2-(4-bromophenoxy)ethoxy]benzothiazole BrC1=CC=C(OCCOC=2SC3=C(N2)C=CC=C3)C=C1